CC1CC(CC(C1C)C)N 3,4,5-trimethylcyclohexylamine